Cl.C(C)(C)(C)NN tertiary-butylhydrazine hydrochloride